ClC1=NC2=CC=C(C=C2C(=N1)N1CC=2C=C(C=NC2CC1)C=1C(=NOC1C)C)F 4-[6-(2-chloro-6-fluoro-quinazolin-4-yl)-7,8-dihydro-5H-1,6-naphthyridin-3-yl]-3,5-dimethyl-isoxazole